8-Methylene-7,8-dihydro-5H-[1,3]dioxolo[4,5-g]isochromene C=C1COCC=2C=C3C(=CC12)OCO3